N-{2-[(4aS,5aR)-5,5-difluoro-5a-methyl-1H,4H,4aH,6H-cyclopropa[f]indazol-3-yl]-1H-indol-6-yl}-N-methyl-2-(piperidin-4-yl)acetamide FC1([C@H]2CC=3C(=NNC3C[C@]21C)C=2NC1=CC(=CC=C1C2)N(C(CC2CCNCC2)=O)C)F